C(C1=CC=CC=C1)N1N=C(C=C1)C=O 1-benzylpyrazole-3-carbaldehyde